ClC1=C(C(=CC(=C1)F)F)NC=1N(C2=NC(=NC=C2N1)N[C@@H]1COCCC1)C1CCC(CC1)C(=O)N (1R,4s)-4-(8-(2-chloro-4,6-difluorophenylamino)-2-((S)-tetrahydro-2H-pyran-3-ylamino)-9H-purin-9-yl)cyclohexanecarboxamide